1-(2,2-dimethyl-4-(4-((5-methyl-4-((1-methyl-1H-benzo[d][1,2,3]triazol-5-yl)oxy)-2-(trifluoromethoxy)phenyl)amino)pyrido[3,2-d]pyrimidin-6-yl)piperazin-1-yl)prop-2-en-1-one CC1(N(CCN(C1)C=1C=CC=2N=CN=C(C2N1)NC1=C(C=C(C(=C1)C)OC1=CC2=C(N(N=N2)C)C=C1)OC(F)(F)F)C(C=C)=O)C